FC1=C(C=CC=C1)C1=CC=C(C(=C1)F)CC(=O)N(C=1SC(=C(N1)C)S(N)(=O)=O)C([2H])([2H])[2H] 2-(2',5-Difluoro-[1,1'-biphenyl]-4-yl)-N-(methyl-d3)-N-(4-methyl-5-sulfamoyl-thiazol-2-yl)acetamide